ClC=1C=C2C=CC(=CC2=CC1)OCC(CN1CCN(CC1)C1=C(C=C(C=C1)Cl)Cl)O 1-((6-chloronaphthalen-2-yl)oxy)-3-(4-(2,4-dichlorophenyl)piperazin-1-yl)propan-2-ol